tert-butyl (R)-7-(2,2-dimethyl-3-((3-(trifluoromethoxy)pyridin-2-yl)oxy)propanamido)-5-azaspiro[2.4]heptane-5-carboxylate CC(C(=O)N[C@H]1CN(CC12CC2)C(=O)OC(C)(C)C)(COC2=NC=CC=C2OC(F)(F)F)C